tert-butyl 3-(((5-chloropyridin-3-yl)(cyano)methyl)carbamoyl)-2-azaspiro[4.4]nonane-2-carboxylate ClC=1C=C(C=NC1)C(C#N)NC(=O)C1N(CC2(C1)CCCC2)C(=O)OC(C)(C)C